FC(C1CC(C2(C1)CCNCC2)N)(F)F 3-(trifluoromethyl)-8-azaspiro[4.5]Decan-1-amine